N-((6-methoxy-1-methyl-1H-benzimidazol-7-yl)methyl)-4-methylbenzamide COC=1C=CC2=C(N(C=N2)C)C1CNC(C1=CC=C(C=C1)C)=O